N1CCC2(CC1)OC(C1=CC=CC=C12)=O Spiro[isobenzofuran-1(3H),4'-piperidin]-3-one